2-(4-(2-((6-(dimethyl-phosphoryl)imidazo-[1,2-a]pyridin-2-yl)-amino)-2-oxoethyl)-2-fluorophenoxy)-nicotinamide CP(=O)(C)C=1C=CC=2N(C1)C=C(N2)NC(CC2=CC(=C(OC1=C(C(=O)N)C=CC=N1)C=C2)F)=O